C[C@]12[C@H]3CC[C@@]4([C@H](CC[C@H]4[C@@H]3CCC2C[C@H](CC1)O)[C@H](C)CCCC(C)C)C (3S,8R,9S,10S,13R,14S,17R)-10,13-dimethyl-17-((R)-6-methylheptan-2-yl)hexadecahydro-1H-cyclopenta[a]phenanthren-3-ol